5-bromo-3-((2-(3-((4-bromo-3-ethyl-1-methyl-1H-pyrazol-5-yl)methyl)pyridin-2-yl)-5-fluorobenzyl)oxy)pyridin-2-amine BrC=1C=C(C(=NC1)N)OCC1=C(C=CC(=C1)F)C1=NC=CC=C1CC1=C(C(=NN1C)CC)Br